C1(=CC(=CC=C1)OCCO)OCCO 2,2'-[1,3-Phenylenbis(oxy)]bisethanol